9-amino-3-cyclopropyl-N-(2-fluoro-2-methyl-propyl)-8,9-dihydro-7H-cyclopenta[h]isoquinoline-5-sulfonamide NC1CCC=2C=C(C=3C=C(N=CC3C21)C2CC2)S(=O)(=O)NCC(C)(C)F